COC(CC(=O)NN1N=CC=C1C(=O)OC)=C=O methyl 1-(3-methoxy-3-carbonylpropionylamino)-1H-pyrazole-5-carboxylate